ClC1=CC2=C(CCN(S2(=O)=O)[C@H](C(=O)O)C(C)C2=C(C(=CC=C2F)C)C)C=C1 (2S)-2-(7-chloro-1,1-dioxido-3,4-dihydro-2H-benzo[e][1,2]thiazin-2-yl)-3-(6-fluoro-2,3-dimethylphenyl)butanoic acid